1-(2-hydroxypyridin-4-yl)-6-methyl-2-oxopyridine-3-carboxamide OC1=NC=CC(=C1)N1C(C(=CC=C1C)C(=O)N)=O